CC=1C=C(C(=NC1)C1=NC=CC=N1)C(=O)N1[C@@H]2[C@@H](C[C@H](C1)C2)OC2=NC=C(C=C2)C(F)(F)F (5-methyl-2-(pyrimidin-2-yl)pyridin-3-yl)((1S,4R,6R)-6-((5-(trifluoromethyl)pyridin-2-yl)oxy)-2-azabicyclo[2.2.1]heptan-2-yl)methanone